3-(trifluoromethyl)-8,9-dihydropyrido[3',2':4,5]pyrrolo[1,2-a]pyrazine-7(6H)-carboxylic acid tert-butyl ester C(C)(C)(C)OC(=O)N1CC=2N(CC1)C1=C(C2)C=C(C=N1)C(F)(F)F